1-isopropyl-5-methoxyindoline C(C)(C)N1CCC2=CC(=CC=C12)OC